FC1=C(COC2=CC=CC(=N2)C2CCN(CC2)[C@@H](C)C2=NC3=C(N2C[C@H]2OCC2)C=C(C=C3)C(=O)O)C=CC(=C1)F 2-((S)-1-(4-(6-((2,4-difluorobenzyl)oxy)pyridin-2-yl)piperidin-1-yl)ethyl)-1-(((S)-oxetan-2-yl)methyl)-1H-benzo[d]imidazole-6-carboxylic acid